C(C)(=O)O.C\C(=C/CC1=C(C(=C(C(=C1C)O)OC)OC)O)\CC\C=C(\CC\C=C(\CC\C=C(\CC\C=C(\CC\C=C(\CC\C=C(\CC\C=C(\CC\C=C(\CCC=C(C)C)/C)/C)/C)/C)/C)/C)/C)/C 2-[(2E,6E,10E,14E,18E,22E,26E,30E,34E)-3,7,11,15,19,23,27,31,35,39-decamethyl-tetraconta-2,6,10,14,18,22,26,30,34,38-decaenyl]-5,6-dimethoxy-3-methylbenzene-1,4-diol acetate